C(=O)O.ClC=1C=C(C=CC1C(=O)N1CCN(CC1)C(=O)C1(CCNCC1)O)NC(=O)C=1N(C(=CN1)C1=C(C(=C(C=C1)OCF)F)F)C N-[3-chloro-4-[4-(4-hydroxypiperidine-4-carbonyl)piperazine-1-carbonyl]phenyl]-5-[2,3-difluoro-4-(fluoromethoxy)phenyl]-1-methyl-imidazole-2-carboxamide formate